2-(hept-1-en-2-yl)-4-methylenetetrahydro-2H-pyran C=C(CCCCC)C1OCCC(C1)=C